Cl.CN(C(CNC(=O)N1CC2=CC=C(C=C2C1)F)C1=CSC=C1)C (-)-N-(2-(dimethylamino)-2-(thiophen-3-yl)ethyl)-5-fluoroisoindoline-2-carboxamide hydrochloride